dihydrothiophen-3(2H)-one 1,1-dioxide S1(CC(CC1)=O)(=O)=O